C1(=CC=C(C=C1)S(=O)(=O)OC=1C=C(C=CC1)NC(=O)NC1=CC=C(C=C1)OS(=O)(=O)C1=CC=C(C=C1)C)C N-[3-(p-tolylsulfonyloxy)phenyl]-N'-[4'-(p-tolylsulfonyloxy)phenyl]urea